C(C1=CC=CC=C1)NC=1C(=CC=CC1)N N1-benzylbenzene-1,2-diamine